[(2S,3R,5S)-5-(4-amino-2-oxopyrimidin-1-yl)-2-(hydroxymethyl)oxolan-3-yl](2S)-2-amino-3-methylbutanoate NC1=NC(N(C=C1)[C@@H]1C[C@H]([C@@H](O1)CO)OC([C@H](C(C)C)N)=O)=O